C(=CC)N1CC(CCC1)C=1N=C(N2C(=NC=CC21)N)C2=C(C=C(C(=O)NC1=NC=CC(=C1)C(F)(F)F)C=C2)F 4-(1-(1-propenylpiperidin-3-yl)-5-aminoimidazo[1,5-c]pyrimidin-3-yl)-3-fluoro-N-(4-(trifluoromethyl)pyridin-2-yl)benzamide